hydrogen malonate C(CC(=O)[O-])(=O)O